C(C)NC(NC=1OC=C(N1)CN1CCN(CC1)C=1C=CC(=NC1C)C(=O)NC)=O 5-(4-((2-(3-ethylureido)oxazol-4-yl)methyl)piperazin-1-yl)-N,6-dimethylpicolinamide